4,4-bis(((Z)-hept-3-en-1-yl)oxy)butanenitrile C(C\C=C/CCC)OC(CCC#N)OCC\C=C/CCC